1(3H)ISOBENZOFURANONE C1(OCC2=CC=CC=C12)=O